(2R,4R)-4-[tert-butyl-(diphenyl)silyl]oxypyrrolidine-1,2-dicarboxylic acid O1-tert-butyl O2-methyl ester COC(=O)[C@@H]1N(C[C@@H](C1)O[Si](C1=CC=CC=C1)(C1=CC=CC=C1)C(C)(C)C)C(=O)OC(C)(C)C